ClC1=C(C=C(C=C1)C#N)C=1C=C2C(=NNC2=CC1)NC(=O)[C@H]1CN(CCC1)C(=O)OCOC(C(C)C)=O [(2-Methylpropanoyl)oxy]methyl (3R)-3-{[5-(2-chloro-5-cyanophenyl)-1H-indazol-3-yl]carbamoyl}piperidine-1-carboxylate